FC(S(=O)(=O)OC1=C(C=C2C(=NC=NC2=C1)N1CCN(CCC1)S(NC(=O)OC(C)(C)C)(=O)=O)OC)(F)F 4-(4-(N-(t-butoxycarbonyl) sulfamoyl)-1,4-diazepan-1-yl)-6-methoxyquinazolin-7-yl trifluoromethanesulfonate